rac-N-(6-amino-5-methylpyridin-3-yl)-2-((2R,5S)-5-methyl-2-(2-(1-methyl-1H-pyrazol-4-yl)benzo[d]thiazol-5-yl)piperidin-1-yl)-2-oxoacetamide NC1=C(C=C(C=N1)NC(C(=O)N1[C@H](CC[C@@H](C1)C)C=1C=CC2=C(N=C(S2)C=2C=NN(C2)C)C1)=O)C |r|